N=1N(N=CC1)C1=NC=CC(=N1)OC1=CC=C(C=C1)C(C)(C)C1=CC=C(OC2CC(C2)NC=2C=C3C(N(C(C3=CC2)=O)C2C(NC(CC2)=O)=O)=O)C=C1 5-(((1r,3r)-3-(4-(2-(4-((2-(2H-1,2,3-triazol-2-yl)pyrimidin-4-yl)oxy)phenyl)propan-2-yl)phenoxy)cyclobutyl)amino)-2-(2,6-dioxopiperidin-3-yl)isoindolin-1,3-dione